Cl.COC1=CC=C(CN(C2=NC(=CC(=N2)N)C)CCCCC2CNCCC2)C=C1 N2-(4-methoxybenzyl)-6-methyl-N2-(4-(piperidin-3-yl)butyl)pyrimidine-2,4-diamine hydrochloride